BrC1=C(C=C(C=C1)Cl)C(=O)NC=1C=C(C2=C(NC(=N2)COC)C1)C(=O)NC1=C(C(=CC=C1)Cl)C 6-{[(2-Bromo-5-chlorophenyl)carbonyl]amino}-N-(3-chloro-2-methylphenyl)-2-(methoxymethyl)-1H-benzimidazole-4-carboxamide